3-(5-(3,5-dimethyl-4-(4-methylpiperazin-1-yl)phenyl)-1H-pyrrolo[2,3-b]pyridin-3-yl)prop-2-yn-1-ol CC=1C=C(C=C(C1N1CCN(CC1)C)C)C=1C=C2C(=NC1)NC=C2C#CCO